C(C)(C)(C)OC(=O)N1CCN(CC1)C1=NC=C(C(=N1)N1N=C(N=C1C)C(F)F)F 4-(4-(3-(difluoromethyl)-5-methyl-1H-1,2,4-triazol-1-yl)-5-fluoropyrimidin-2-yl)piperazine-1-carboxylic acid tert-butyl ester